S(C)(=O)(=O)O.CC(=CCNC1=C2NC=NC2=NC=N1)C 6-(3-methylbut-2-en-1-ylamino)purine mesylate